N-{[5-chloro-6-(5-methoxy-2-pyrazinyl)-2-indolyl]methyl}1-aminocyclopropanecarboxamide ClC=1C=C2C=C(NC2=CC1C1=NC=C(N=C1)OC)CNC(=O)C1(CC1)N